BrC=1C(N(C(C1)=O)C1C(NC(CC1)=O)=O)=O 3-(3-bromo-2,5-dioxo-2,5-dihydro-1H-pyrrol-1-yl)Piperidine-2,6-dione